4,4'-bisbromomethyl-biphenyl BrCC1=CC=C(C=C1)C1=CC=C(C=C1)CBr